2-((R)-2-hydroxy-2-((S)-1,2,3,4-tetrahydroisoquinolin-3-yl)ethyl)-4,4-dimethyl-6-(2-oxo-1,7-diazaspiro[3.5]nonane-7-carbonyl)-3,4-dihydroisoquinolin-1(2H)-one O[C@H](CN1C(C2=CC=C(C=C2C(C1)(C)C)C(=O)N1CCC2(CC(N2)=O)CC1)=O)[C@H]1NCC2=CC=CC=C2C1